(1R,2S,5R)-1-amino-2-(pyrrolidin-1-ylmethyl)-5-(2-((3aR,4R,6R,7aS)-3a,5,5-trimethylhexahydro-4,6-methanobenzo[d][1,3,2]dioxaborol-2-yl)ethyl)cyclohexanecarboxylic acid N[C@]1([C@@H](CC[C@H](C1)CCB1O[C@]2([C@@H](O1)C[C@@H]1C([C@H]2C1)(C)C)C)CN1CCCC1)C(=O)O